BrC1=CC=C(C=C1)C(C)(C)OCCNC(OC)=O methyl (2-((2-(4-bromophenyl)propan-2-yl)oxy)ethyl)carbamate